6-[8-[[2-[(1S)-1-amino-2-hydroxy-ethyl]-8-fluoro-6,7-dihydro-5H-cyclopenta[f][1,3]benzoxazol-6-yl]methyl]-2-oxo-1-oxa-3,8-diazaspiro[4.5]decan-3-yl]-4H-pyrazino[2,3-b][1,4]oxazin-3-one N[C@@H](CO)C=1OC2=C(N1)C=C1C(=C2F)CC(C1)CN1CCC2(CN(C(O2)=O)C2=NC3=C(OCC(N3)=O)N=C2)CC1